NCC=1C=CC=C2C3=C(COC12)C=CC(=C3)COC3=C(C=CC(=C3)[C@H](C)O)CC(=O)O (S)-2-(2-((4-(aminomethyl)-6H-benzo[c]chromen-9-yl)methoxy)-4-(1-hydroxyethyl)phenyl)acetic acid